methyl 3-iodo-1-(tetrahydro-2H-pyran-2-yl)-1H-indazole-5-carboxylate IC1=NN(C2=CC=C(C=C12)C(=O)OC)C1OCCCC1